[OH-].[Al+3].C1(=CC=CC=C1)C(=NNC1=CC=C(C=C1)C)C1=CC=CC=C1.[OH-].[OH-] 1-(diphenylmethylene)-2-(p-tolyl)hydrazine aluminum hydroxide